CN(C=1SC2=C(N1)SC(=N2)C2=NC=C(C=C2O)C=2C=NNC2)C2CCNCC2 2-{5-[Methyl(piperidin-4-yl)amino][1,3]thiazolo[5,4-d][1,3]thiazol-2-yl}-5-(1H-pyrazol-4-yl)pyridin-3-ol